C1(CCCC1)OC1=C2N=CN(C2=NC=N1)[C@H]1[C@@H]([C@@H]([C@@H](O1)C(OC)P(O)(O)=O)O)O [(2R,3S,4R,5R)-5-[6-(cyclopentoxy)purin-9-yl]-3,4-dihydroxy-tetrahydrofuran-2-yl]-methoxymethylphosphonic acid